BrC1=CN=C(S1)COC1=CC=CC(=N1)C1=CC(=C(C=C1F)CC=1N(C2=C(N1)C=CC(=C2)C(=O)OC)C[C@H]2OCC2)F methyl 2-[[4-[6-[(5-bromothiazol-2-yl)methoxy]-2-pyridyl]-2,5-difluorophenyl]methyl]-3-[[(2S)-oxetan-2-yl]methyl]benzimidazole-5-carboxylate